[Na+].C(=O)(O)CCCCCN(CCCS(=O)(=O)[O-])C=1C=CC=2C=C3C(CC(C=C3OC2C1)=O)(C)C 3-[5-carboxypentyl-(8,8-dimethyl-6-oxo-7H-xanthene-3-yl)amino]propane-1-sulfonate Sodium Salt